3-[2-(azetidin-1-yl)-2-oxoethyl]-2-oxoimidazolidin N1(CCC1)C(CN1C(NCC1)=O)=O